CC1CC=C1 4-methylcyclobutene